4-[(3S)-3-tert-butylpiperazin-1-yl]-6-oxo-2-(4-pyridinyl)-1H-pyrimidine-5-carbonitrile C(C)(C)(C)[C@H]1CN(CCN1)C=1N=C(NC(C1C#N)=O)C1=CC=NC=C1